NP1N(P(=NP(=N1)(N)N)(N)N)N hexa(amino)cyclotriphosphazenen